3-fluoro-7-(((3aR,4S,5aR,8aR)-4-methoxy-2,2-dimethylhexahydrocyclopenta[2,3]furo[3,4-d][1,3]dioxol-6-yl)methyl)quinolin FC=1C=NC2=CC(=CC=C2C1)CC1CC[C@]23OC(O[C@H]2[C@H](O[C@@H]31)OC)(C)C